C(C)(C)(C)N(C(O)=O)[C@H](C(=O)NC)C\C=C\C1=CC=C(C=C1)OCC1=CC=CC=C1.NC1=C2C(=NC=C1C(=O)N1CCCCC1)N(C=C2)C2=CC=C(C=C2)OC (4-amino-1-(4-methoxyphenyl)-1H-pyrrolo[2,3-b]pyridin-5-yl)(piperidin-1-yl)methanone tert-butyl-(S,E)-(5-(4-(benzyloxy)phenyl)-1-(methylamino)-1-oxopent-4-en-2-yl)carbamate